ClC1=NC(=NC(=C1C)C1=C(C=CC=C1C)CC(C)(C)C)NS(=O)(=O)C=1C=C(C(=O)O)C=CC1 3-[[4-chloro-6-[2-(2,2-dimethylpropyl)-6-methyl-phenyl]-5-methyl-pyrimidin-2-yl]sulfamoyl]benzoic acid